NC1=C(C=C2C(=C(N(C2=C1)C1=CC(=C(C=C1)F)C)C)C#N)OCC1=CC=CC=C1 6-amino-5-benzyloxy-1-(4-fluoro-3-methyl-phenyl)-2-methyl-indole-3-carbonitrile